2-ethylthiophenyl methacrylate C(C(=C)C)(=O)OC1=C(C=CC=C1)SCC